5-(imidazo[1,2-a]pyridin-6-yl)-N-(3,3,3-trifluoro-2,2-dimethylpropyl)pyrrolo[2,1-f][1,2,4]triazin-2-amine N=1C=CN2C1C=CC(=C2)C=2C=CN1N=C(N=CC12)NCC(C(F)(F)F)(C)C